C1(CC1)C1=C(C=CC=C1)C1N(CCN(C1)C)C1CC2(C1)CCN(CC2)C(=O)OC(C)(C)C tert-butyl 2-(2-(2-cyclopropylphenyl)-4-methylpiperazin-1-yl)-7-azaspiro[3.5]nonane-7-carboxylate